CC([C@H](CNC1(CC2=CC=C(C=C2C1)[N+](=O)[O-])C(NC)=O)NC(OC(C)(C)C)=O)C tert-butyl ((2R)-3-methyl-1-((2-(methylcarbamoyl)-5-nitro-2,3-dihydro-1H-inden-2-yl)amino)butan-2-yl)carbamate